Br\C(=C/COP(=O)([O-])[O-])\CO.C(C)[NH+](CC)CC.C(C)[NH+](CC)CC Triethylammonium (Z)-3-bromo-4-hydroxybut-2-en-1-yl-phosphate